COC=1C2=C(N=C(N1)N)NC=C2C=2C=CC1=C(N(N=N1)C)C2 4-methoxy-5-(1-methyl-1H-benzo[d][1,2,3]triazol-6-yl)-7H-pyrrolo[2,3-d]pyrimidin-2-amine